dip-tolyl-carbamic chloride C1(=CC=C(C=C1)N(C(=O)Cl)C1=CC=C(C=C1)C)C